FC1CC(C1)(C1=NC=CC=C1F)CNC1=NC=C(C(=N1)NCCOC)C1=CC=CC=C1 [2-({[3-fluoro-1-(3-fluoro(2-pyridyl))cyclobutyl]methyl}amino)-5-phenylpyrimidin-4-yl](2-methoxyethyl)amine